ethyl (tert-butoxycarbonyl)-D-alaninate C(C)(C)(C)OC(=O)N[C@H](C)C(=O)OCC